N-(2-(3-(3-chloro-2-fluoro-6-(1H-tetrazol-1-yl)phenyl)acryloyl)-1-(pyrrolidine-1-carbonyl)-1,2,3,4-tetrahydroisoquinolin-5-yl)-2-methoxy-N-methylacetamide ClC=1C(=C(C(=CC1)N1N=NN=C1)C=CC(=O)N1C(C2=CC=CC(=C2CC1)N(C(COC)=O)C)C(=O)N1CCCC1)F